The molecule is the hydrochloride salt of lomefloxacin. It is administered by mouth to treat bacterial infections including bronchitis and urinary tract infections. It is also used topically as eye drops for the treatment of bacterial conjunctivitis, and as ear drops for the treatment of otitis externa and otitis media. It has a role as a photosensitizing agent, an antimicrobial agent and an antitubercular agent. It contains a lomefloxacin. CCN1C=C(C(=O)C2=CC(=C(C(=C21)F)N3CCNC(C3)C)F)C(=O)O.Cl